Heptadecan-9-yl 8-((2-hydroxyeth-yl)(8-(non-yloxy)-8-oxooctyl)-amino)-octanoate OCCN(CCCCCCCC(=O)OC(CCCCCCCC)CCCCCCCC)CCCCCCCC(=O)OCCCCCCCCC